(6aR,8S)-2-chloro-6a-(difluoromethyl)-5,6,6a,7,8,9-hexahydropyrrolo[1',2':4,5]pyrazino[2,3-c]pyridazin ClC=1C=C2C(=NN1)NC[C@@]1(N2CCC1)C(F)F